NC(C)P([O-])([O-])=O 1-aminoethylphosphonate